N-[3-chloro-4-[4-(1,1-dimethylpiperidin-1-ium-4-carbonyl)piperazine-1-carbonyl]phenyl]-5-[2,3-difluoro-4-[3-(3-fluorophenyl)-1H-pyrazol-4-yl]phenyl]-1-methyl-imidazole-2-carboxamide ClC=1C=C(C=CC1C(=O)N1CCN(CC1)C(=O)C1CC[N+](CC1)(C)C)NC(=O)C=1N(C(=CN1)C1=C(C(=C(C=C1)C=1C(=NNC1)C1=CC(=CC=C1)F)F)F)C